CC1=CC=C(C=C1)S(=O)(=O)N1C=C(C2=CC=CC=C12)C=O 1-[(4-methylphenyl)sulfonyl]-1H-indole-3-carbaldehyde